CN(C)CC1CN(C1)C(=O)[O-] 3-((dimethylamino)methyl)azetidine-1-carboxylate